Cl.N[C@H]1CN(CCC1)C=1C=2N(C=CN1)C(=C(N2)C2=CC=C(C#N)C=C2)C2=CC=C(C=C2)C (R)-4-(8-(3-aminopiperidine-1-yl)-3-(p-tolyl)imidazo[1,2-a]pyrazin-2-yl)benzonitrile hydrochloride